3-(4-Methoxyphenyl)-3-oxoprop-1-en COC1=CC=C(C=C1)C(C=C)=O